C(C)OC(C(=O)C1=C(C=C(C=C1F)Br)F)=O 2-(4-bromo-2,6-difluorophenyl)-2-oxoacetic acid ethyl ester